Methyl 8-bromo-4-fluoro-9-(4-((1-(3-fluoropropyl)azetidin-3-yl)methyl)phenyl)-6,7-dihydro-5H-benzo[7]annulene-3-carboxylate BrC=1CCCC2=C(C1C1=CC=C(C=C1)CC1CN(C1)CCCF)C=CC(=C2F)C(=O)OC